N-(5-Cyano-6-(2H-1,2,3-triazol-2-yl)pyridin-3-yl)-1-(furo[2,3-c]pyridin-7-yl)-5-(trifluoromethyl)-1H-pyrazol-4-carboxamid C(#N)C=1C=C(C=NC1N1N=CC=N1)NC(=O)C=1C=NN(C1C(F)(F)F)C=1N=CC=C2C1OC=C2